2-Methyl-4-([2-methylphenyl]azo)benzenediazonium CC1=C(C=CC(=C1)N=NC1=C(C=CC=C1)C)[N+]#N